N-(2,4-dichlorobenzyl)-5-(N-methylsulfamoyl)thiophene-2-carboxamide ClC1=C(CNC(=O)C=2SC(=CC2)S(NC)(=O)=O)C=CC(=C1)Cl